N1C(C=CC2=CC=C3C(=C12)C1=C(S3)C=CC=C1)=O Benzothieno[2,3-h]Quinolin-2(1H)-one